(R)-cyclopropyl(1-((2-(trimethylsilyl)ethoxy)methyl)-1H-imidazo[4,5-b]pyridin-5-yl)methanamine C1(CC1)[C@@H](N)C1=CC=C2C(=N1)N=CN2COCC[Si](C)(C)C